FC(CNC(OC1=CC=C(C=C1)[N+](=O)[O-])=O)(F)F 4-nitrophenyl 2,2,2-trifluoroethylcarbamate